4-bromo-1-(diazen-1-ium-2-yl)naphthalen-2-olate BrC1=CC(=C(C2=CC=CC=C12)N=[NH2+])[O-]